(2R,3R)-3-((1-(4-bromophenyl)-1H-1,2,3-triazol-4-yl)-methoxy)-2-(2,4-difluorophenyl)-1-(1H-1,2,4-triazol-1-yl)butan-2-ol BrC1=CC=C(C=C1)N1N=NC(=C1)CO[C@@H]([C@@](CN1N=CN=C1)(O)C1=C(C=C(C=C1)F)F)C